(S)-N-(1-(4-(N-bicyclo[1.1.1]pentan-1-ylsulfamoyl)phenylamino)-1-oxo-3-phenylpropan-2-yl)nicotinamide C12(CC(C1)C2)NS(=O)(=O)C2=CC=C(C=C2)NC([C@H](CC2=CC=CC=C2)NC(C2=CN=CC=C2)=O)=O